C(CCCCCCCCCCCC)NC N-tridecyl-N-methylamine